N1C(N)=NC=2N=CNC2C1=O.[N] nitrogen guanine